2'-Chloro-4'-((R)-3-Methoxybutoxy)-4,5,5',6'-Tetrahydro-2H-Spiro[Furan-3,8'-Pyrano[3,4-b]Pyridine] ClC1=CC(=C2C(=N1)C1(OCC2)COCC1)OCC[C@@H](C)OC